C(C)(C)(C)OC(=O)NC1=NC=CC(=C1)C(CCN(C(OC(C)(C)C)=O)C)O tert-butyl (3-(2-((tert-butoxycarbonyl)amino)pyridin-4-yl)-3-hydroxypropyl)(methyl)carbamate